SCCCCCCCCCCCCCCCO 15-mercaptopentadecanol